3-(3,4-dichloro-5-(4,4,5,5-tetramethyl-1,3,2-dioxaborolan-2-yl)-2H-indazol-2-yl)-N,N-dimethylpropanamide ClC=1N(N=C2C=CC(=C(C12)Cl)B1OC(C(O1)(C)C)(C)C)CCC(=O)N(C)C